FC1(C(N(C(N=C1)Cl)C1=C(C=CC=C1)OCC1=C(C=CC(=C1)N)OCCN1CCCC1)N)C 5-fluoro-3-((5-amino-2-(2-(pyrrolidin-1-yl)ethoxy)benzyloxy)phenyl)-2-chloro-5-methylpyrimidin-4-amine